chloro-N-(1-(4,5-dimethyl-6-oxo-1,6-dihydropyrimidin-2-yl)-3-methyl-1H-pyrazol-5-yl)thiophene-2-carboxamide ClC1=C(SC=C1)C(=O)NC1=CC(=NN1C=1NC(C(=C(N1)C)C)=O)C